2,5-bis(t-butylperoxy)-hexyne C(C)(C)(C)OOC(C)C#CC(C)OOC(C)(C)C